2-methyl-5-acetamido-4'-methyl-biphenyl CC1=C(C=C(C=C1)NC(C)=O)C1=CC=C(C=C1)C